C(=O)C=1C=CC(=NC1)SC1CCN(CC1)C(=O)OC(C)(C)C Tert-butyl 4-((5-formylpyridin-2-yl)thio)piperidine-1-carboxylate